ClC1=CC=C2C(=C(NC2=C1Cl)C1=NC(=NN1)C(COC)F)C=1C=NNC1 6,7-dichloro-2-(3-(1-fluoro-2-methoxyethyl)-1H-1,2,4-triazol-5-yl)-3-(1H-pyrazol-4-yl)-1H-indole